BUT-2-EN-1-OL C(C=CC)O